C(CS)(=O)[O-].C(CCCCCCC)[Sn+2]CCCCCCCC.C(CS)(=O)[O-] Dioctyltin thioglycolate